3-(4-chlorophenyl)-5-phenyl-5-(2,2,2-trifluoroethyl)-4,5-dihydroisoxazole ClC1=CC=C(C=C1)C1=NOC(C1)(CC(F)(F)F)C1=CC=CC=C1